2,5-dioxopyrrolidin-1-yl (S)-4-((tert-butoxycarbonyl)amino)-5-((2-(2,3-dimethoxy-2-(methoxymethyl)propoxy)ethyl)-amino)-5-oxopentanoate C(C)(C)(C)OC(=O)N[C@@H](CCC(=O)ON1C(CCC1=O)=O)C(=O)NCCOCC(COC)(COC)OC